NC=1NC(C=2N=CN(C2N1)[C@@H]1O[C@@H]([C@H](C1(F)F)O)CO)=S 2-Amino-9-((2R,4R,5R)-3,3-difluoro-4-hydroxy-5-(hydroxymethyl)tetrahydrofuran-2-yl)-1,9-dihydro-6H-purine-6-thione